(R)-4-(pyrazolo[1,5-a]pyridin-2-yl)-5-(5-(trifluoromethyl)pyridin-2-yl)-4,5,6,7-tetrahydro-1H-imidazo[4,5-c]pyridine N1=C(C=C2N1C=CC=C2)[C@@H]2N(CCC1=C2N=CN1)C1=NC=C(C=C1)C(F)(F)F